1-[1-oxo-9-(3,4-methylenedioxyphenyl)-2E,8E-nonadienyl]pyrrolidine O=C(\C=C\C=CCCCCC1=CC2=C(C=C1)OCO2)N2CCCC2